2'-(furan-2-ylmethyl)-1'-oxo-1',4'-dihydro-2'H-spiro[cyclopentane-1,3'-isoquinoline]-4'-carboxylic acid O1C(=CC=C1)CN1C(C2=CC=CC=C2C(C12CCCC2)C(=O)O)=O